6-(4-chloro-1H-pyrazolo[4,3-c]pyridin-1-yl)-9-(4-methoxybenzyl)-2-(6-methylpyridin-2-yl)-9H-purine ClC1=NC=CC2=C1C=NN2C2=C1N=CN(C1=NC(=N2)C2=NC(=CC=C2)C)CC2=CC=C(C=C2)OC